C(#N)C1=CC(=CC=2N=C(OC21)C=2C(=C(C=CC2)C2=C(C(=CC=C2)NC=2N=CC=C1C=C(C=NC21)CN2CCC(CC2)C(=O)O)C)C)CNC[C@H](C)O (S)-1-((8-(3'-(7-cyano-5-((2-hydroxypropyl-amino)methyl)benzo[d]oxazol-2-yl)-2,2'-dimethylbiphenyl-3-ylamino)-1,7-naphthyridin-3-yl)methyl)piperidine-4-carboxylic acid